tert-butyl (S)-4-(7-(4-cyanopyridin-2-yl)-5-propoxy-7H-pyrrolo[2,3-d]pyrimidin-4-yl)-3-methylpiperazine-1-carboxylate C(#N)C1=CC(=NC=C1)N1C=C(C2=C1N=CN=C2N2[C@H](CN(CC2)C(=O)OC(C)(C)C)C)OCCC